N-(4-((Dimethylamino)methyl)-3-(trifluoromethyl)phenyl)-1-(imidazo[1,2-a]pyrazin-3-ylmethyl)indolin-6-carboxamid CN(C)CC1=C(C=C(C=C1)NC(=O)C1=CC=C2CCN(C2=C1)CC1=CN=C2N1C=CN=C2)C(F)(F)F